C(CCCCC(C)C)C(C(O)(CCCCCC(C)C)CCCCCC(C)C)(O)CO Triisooctyl-Glycerine